tetraethoxydimethylaminoethanol tantalum [Ta].C(C)OC(C(O)(N(C)C)OCC)(OCC)OCC